FC1=C(C=CC=C1)N1N=C(C(=CC1=O)NC)C(=O)N 1-(2-fluorophenyl)-4-(methylamino)-6-oxo-pyridazine-3-carboxamide